tert-butyl ((1-(phenylsulfonyl)-1H-indol-3-yl)sulfonyl)carbamate C1(=CC=CC=C1)S(=O)(=O)N1C=C(C2=CC=CC=C12)S(=O)(=O)NC(OC(C)(C)C)=O